C1=CC=CC2=CC=C3C=4CC=CC4C=CC3=C12 15H-cyclopenta[a]phenanthrene